3-chlorobicyclo[3.2.1]-3-octene-2-carboxylate ClC=1C(C2CCC(C1)C2)C(=O)[O-]